(3aR,4S,6R,6aS)-2,2-dimethyl-6-(4-methyl-7H-pyrrolo[2,3-d]pyrimidin-7-yl)tetrahydro-4H-cyclopenta[d][1,3]dioxol-4-ol CC1(O[C@H]2[C@@H](O1)[C@@H](C[C@@H]2O)N2C=CC1=C2N=CN=C1C)C